2-Amino-7-fluoro-4-((R)-2-fluoro-4-methyl-14-oxo-8,8a,9,10,11,12-hexahydro-7H,14H-pyrazino[1',2':5,6][1,5]diazocino[3,2,1-hi]indazol-3-yl)benzo[b]thiophene-3-carbonitrile NC1=C(C2=C(S1)C(=CC=C2C2=C1C(=NN3C1=C(C=C2F)C(N2[C@H](CC3)CNCC2)=O)C)F)C#N